C(#N)/C(/C(=O)NC1=CC=C(C=C1)OC)=C(\C=1C=NOC1C)/O (Z)-2-cyano-3-hydroxy-N-(4-methoxyphenyl)-3-(5-methylisoxazol-4-yl)acrylamide